aniline phosphorothioate P(O)(O)(O)=S.NC1=CC=CC=C1